CC1=CC=2C3=C(NC2C=C1)C(=NC=N3)O 8-methyl-5H-pyrimido[5,4-b]indol-4-ol